C(C)(=O)N1CCC(CC1)C1=NN(C2=CC=CC(=C12)C=1N=CC2=CC=CC=C2C1)CC(=O)O [3-(1-acetylpiperidin-4-yl)-4-(isoquinolin-3-yl)indazol-1-yl]acetic acid